N-ETHYL-2-(3-FORMYLPIPERIDIN-1-YL)PROPANAMIDE C(C)NC(C(C)N1CC(CCC1)C=O)=O